(R)-2-((1-(2-cyano-3-(4-(4-cyano-7-hydroxynaphthalen-1-yl)piperazin-1-yl)-7-methylquinoxalin-5-yl)ethyl)amino)benzoic acid C(#N)C1=NC2=CC(=CC(=C2N=C1N1CCN(CC1)C1=CC=C(C2=CC=C(C=C12)O)C#N)[C@@H](C)NC1=C(C(=O)O)C=CC=C1)C